1,4-diglycidyl-butane C(C1CO1)CCCCCC1CO1